(1R,3s,5S)-3-(4-((3-amino-6-bromopyrazin-2-yl)oxy)-1H-pyrazol-1-yl)-8-azabicyclo[3.2.1]octane-8-carboxylic acid tert-butyl ester C(C)(C)(C)OC(=O)N1[C@H]2CC(C[C@@H]1CC2)N2N=CC(=C2)OC2=NC(=CN=C2N)Br